COC=1C=C2NCCN(C2=CC1)S(=O)(=O)C1=CC=C(N)C=C1 4-((6-methoxy-3,4-dihydroquinoxalin-1(2H)-yl)sulfonyl)aniline